NC1=C(C=C(N=N1)C1=C(C=CC=C1)O)N1C[C@H]2CC[C@@H](C1)N2C2=C(C=CC(=C2)OC2CCNCC2)F 2-[6-amino-5-[(1R,5S)-8-[2-fluoro-5-(4-piperidyloxy)phenyl]-3,8-diazabicyclo[3.2.1]-octan-3-yl]pyridazin-3-yl]phenol